(4-iodopyrazol-1-yl)acetonitrile IC=1C=NN(C1)CC#N